N1=C(C=C2OCCCN21)C(=O)N2CCC(CC2)OC=2C=CC=C1C(=NN(C21)C)C2C(NC(CC2)=O)=O 3-(7-((1-(6,7-dihydro-5H-pyrazolo[5,1-b][1,3]oxazine-2-carbonyl)piperidin-4-yl)oxy)-1-methyl-1H-indazol-3-yl)piperidine-2,6-dione